2,4-dichlorophenylacetaldehyde ClC1=C(C=CC(=C1)Cl)CC=O